COC(C1CCN(CC1)C1=CC=C(C=C1)[C@H]1[C@H](CCC2=CC(=CC=C12)O)C1=NC=CC=C1)OC (1R,2S)-1-[4-[4-(dimethoxymethyl)-1-piperidyl]phenyl]-2-(2-pyridyl)tetralin-6-ol